BrC1=CC=2C(C3=CC=C(C=C3NC2C=C1)Cl)(CC)CC 2-Bromo-6-chloro-9,9-diethyl-9,10-dihydroacridine